C(C1=CC=CC=C1)OCOC=1C=C(C=O)C=CC1OCOCC1=CC=CC=C1 3,4-bis(benzyloxymethoxy)benzaldehyde